C(C)(C)(C)OC(=O)N1C(N([C@@H](C1)C(N(C)C1=C(C(=C(C=C1)F)Cl)F)=O)C1=NC(=NC(=C1)C(F)(F)F)C#CC)=O (S)-4-((3-chloro-2,4-difluorophenyl)(methyl)carbamoyl)-2-oxo-3-(2-(prop-1-yn-1-yl)-6-(trifluoromethyl)pyrimidin-4-yl)imidazolidine-1-carboxylic acid tert-butyl ester